FC=1C=C2C(=NC1)NC=C2N2N=C(C=CC2=O)N2C(COCC2)CC(=O)O 2-(4-(1-(5-fluoro-1H-pyrrolo[2,3-b]pyridin-3-yl)-6-oxo-1,6-dihydropyridazin-3-yl)morpholin-3-yl)acetic acid